BrC=1C(N(C(=CC1OCC1=NC(=CC=C1)F)C)C1=CC(=NC=C1C)C1=NC(=CC=C1C)C(C)(C)O)=O (M)-3-bromo-4-((6-fluoropyridin-2-yl)methoxy)-6''-(2-hydroxypropan-2-yl)-3'',5',6-trimethyl-2H-[1,4':2',2''-terpyridin]-2-one